propoxytriacetoxysilane C(CC)O[Si](OC(C)=O)(OC(C)=O)OC(C)=O